((1r,5s,6r)-3-(6-(3-methyl-1,2,4-oxadiazol-5-yl)-6-azabicyclo[3.2.1]oct-3-yl)-3-azabicyclo[3.1.0]hex-6-yl)(1-azaspiro[3.3]hept-1-yl)methanone CC1=NOC(=N1)N1C2CC(CC(C1)C2)N2C[C@H]1C([C@H]1C2)C(=O)N2CCC21CCC1